C1(CCCC1)N(C(=O)OCC1=C(C=NN1C)C1=CC=C(OC2CCCCC2)C=C1)C (1R,3R)-3-(4-(5-(((Cyclopentyl(methyl)carbamoyl)oxy)methyl)-1-methyl-1H-pyrazol-4-yl)phenoxy)cyclohexan